CN1C=NC=C1C(=O)ON=CC1=CC=C(C=C1)OC 4-Methoxybenzaldehyde-O-(1-methyl-1H-imidazole-5-carbonyl) oxime